CN1N=NN=C1SC1=C(C(=O)O)C=C(C=C1)[N+](=O)[O-] 2-(1-methyltetrazol-5-yl)sulfanyl-5-nitro-benzoic acid